(((1-(4-chlorobutyl)-1H-pyrazol-4-yl)methyl)azanediyl)bis(hexane-6,1-diyl) bis(2-hexyldecanoate) C(CCCCC)C(C(=O)OCCCCCCN(CCCCCCOC(C(CCCCCCCC)CCCCCC)=O)CC=1C=NN(C1)CCCCCl)CCCCCCCC